3-(2-methyl-4-oxo-5-((5-(piperidin-1-ylmethyl)pyridin-2-yl)ethynyl)quinazolin-3(4H)-yl)piperidine-2,6-dione CC1=NC2=CC=CC(=C2C(N1C1C(NC(CC1)=O)=O)=O)C#CC1=NC=C(C=C1)CN1CCCCC1